5-[(3S)-3-(butylamino)-5-fluoro-7-hydroxy-3,4-dihydro-2H-1-benzothiopyran-6-yl]-1λ6,2,5-thiadiazolidine-1,1,3-trione C(CCC)N[C@@H]1CSC2=C(C1)C(=C(C(=C2)O)N2CC(NS2(=O)=O)=O)F